C[C@H]1C(O[C@H](C(O1)=O)C)=O (S,S)-3,6-dimethyl-1,4-dioxane-2,5-dione